The molecule is a disaccharide derivative that consists of 5-hydroxy-2-methylchromone substituted by a rutinosyl group at position 7 via a glycosidic linkage. Isolated from Crossosoma bigelovii, it exhibits antineoplastic activity. It has a role as a metabolite and an antineoplastic agent. It is a member of chromones, a disaccharide derivative, a member of phenols and a rutinoside. C[C@H]1[C@@H]([C@H]([C@H]([C@@H](O1)OC[C@@H]2[C@H]([C@@H]([C@H]([C@@H](O2)OC3=CC(=C4C(=C3)OC(=CC4=O)C)O)O)O)O)O)O)O